Cl.Cl.C1=CC(=CC2=NC3=CC=CC=C3C=C12)C=1SC=C(N1)C(=O)NCC1=NC=CC=C1F 2-(acridin-3-yl)-N-[(3-fluoropyridin-2-yl)methyl]-1,3-thiazole-4-carboxamide dihydrochloride